6-(difluoromethyl)-N-isopropyl-2-(methylsulfonyl)pyrido[3,4-d]pyrimidin-8-amine FC(C1=CC2=C(N=C(N=C2)S(=O)(=O)C)C(=N1)NC(C)C)F